N1CCC(CC1)C(=O)OC(C)(C)C tertbutyl piperidine-4-carboxylate